4-Neopentyl-2-(phenanthro[3,2-b]benzofuran-11-yl)pyridine-6-d C(C(C)(C)C)C1=CC(=NC(=C1)[2H])C1=CC=CC=2C3=C(OC21)C=C2C1=CC=CC=C1C=CC2=C3